FC(CCN1CCCC1)(F)F 1-(3,3,3-trifluoropropyl)pyrrolidin